N-({4-[(2,2-dimethyltetrahydro-2H-pyran-4-yl)methoxy]-3-nitrophenyl}sulfonyl)-2-(1H-pyrrolo[2,3-b]pyridin-5-yloxy)benzamide CC1(OCCC(C1)COC1=C(C=C(C=C1)S(=O)(=O)NC(C1=C(C=CC=C1)OC=1C=C2C(=NC1)NC=C2)=O)[N+](=O)[O-])C